C1(CC1)C=1C=C2C(=CC(N(C2=CC1)C)=O)N1CCC(CC1)SC1=CC=CC=C1 6-cyclopropyl-1-methyl-2-oxo-4-[4-(phenylsulfanyl)piperidin-1-yl]-1,2-dihydroquinoline